C(CCCCCCCCCCCCC)OC(C=CC(C1=CC=CC=C1)=O)=O tetradecyl-3-benzoylacrylate